NC1=NC(=C2C(=N1)N(N=C2)CC2=CC(=C(C=C2)[N+](=O)[O-])C(F)(F)F)C=2C=C(C#N)C=CC2 3-[6-amino-1-[[4-nitro-3-(trifluoromethyl)phenyl]methyl]pyrazolo[3,4-d]pyrimidine-4-yl]benzonitrile